bis(2-methyl-4-(4-methyl-phenyl)-indenyl)zirconium dichloride [Cl-].[Cl-].CC=1C(C2=CC=CC(=C2C1)C1=CC=C(C=C1)C)[Zr+2]C1C(=CC2=C(C=CC=C12)C1=CC=C(C=C1)C)C